C(C)OC(=O)C=1C(NC(NC1C)=O)C1=CC=C(C=C1)[N+](=O)[O-] 4-(4-nitrophenyl)-6-methyl-2-oxo-1,2,3,4-tetrahydropyrimidine-5-carboxylic acid ethyl ester